ClC1=NC=NC(N1C1=CC=CC=C1)Cl dichloro-N-phenyl-1,3,5-triazine